NC(CC(=O)O)CCCCCCCCC(C)C 3-amino-12-methyl-tridecanoic acid